[I-].C(C)OC(=O)C1CC(C1)C[Zn+] ((3-(ethoxycarbonyl)cyclobutyl)methyl)zinc (II) iodide